ClC1=CC=C(C(=O)N(C)C(C)C2=NNC(C3=CC(=C(C=C23)F)F)=O)C=C1 4-Chloro-N-(1-(6,7-difluoro-4-oxo-3,4-dihydrophthalazin-1-yl)ethyl)-N-methylbenzamide